((1-(8-bromonaphthalene-1-yl)propan-2-yl)oxy)(tert-butyl)dimethylsilane BrC=1C=CC=C2C=CC=C(C12)CC(C)O[Si](C)(C)C(C)(C)C